FC1=C(COC=2C=CC3=C(C(=C(O3)C)C(=O)NC3C(CN(CC3)C(=O)OC(C)(C)C)(F)F)C2)C(=CC=C1)F tert-butyl 4-(5-((2,6-difluorobenzyl)oxy)-2-methylbenzofuran-3-carboxamido)-3,3-difluoropiperidine-1-carboxylate